(E)-3-(2-(2-amino-5-pyrimidinyl)-4-morpholino-6-thieno[3,2-d]pyrimidinyl)-N-(2-hydroxyethyl)acrylamide NC1=NC=C(C=N1)C=1N=C(C2=C(N1)C=C(S2)/C=C/C(=O)NCCO)N2CCOCC2